CC1(OB(OC1(C)C)C1=CCCN(C1)C(=O)OC(C)(C)C)C tert-butyl 5-(4,4,5,5-tetramethyl-1,3,2-dioxaborolan-2-yl)-3,6-dihydro-1(2H)-pyridinecarboxylate